C(#N)C1=CC=C(S1)CNC(=O)C1=CC=2C(=C(N=NC2)OCC2(CC2)S(=O)(=O)C2CC2)N(C1=O)C N-((5-cyanothiophen-2-yl)methyl)-8-((1-(cyclopropylsulfonyl)cyclopropyl)methoxy)-1-methyl-2-oxo-1,2-dihydropyrido[2,3-d]pyridazine-3-carboxamide